2-ethynyl-1,3-dithiane C(#C)C1SCCCS1